3-(4-(methoxycarbonyl)phenyl)-1H-indole-1-carboxylic acid tert-butyl ester C(C)(C)(C)OC(=O)N1C=C(C2=CC=CC=C12)C1=CC=C(C=C1)C(=O)OC